CS(=O)(=O)OCCCC1=CC=C(C=C1)NC(=O)OC(C)(C)C 3-[4-(tert-butoxycarbonylamino)phenyl]propyl methanesulfonate